N',N''-dimethylaminopropyl-hexahydrotriazine Methyl-6-[chloro(tetrafluoro)-sulfanyl]pyridine-2-carboxylate COC(=O)C1=NC(=CC=C1)S(F)(F)(F)(F)Cl.CNN1N(CCCN1NC)CCC